C(CCCCCCCCCCCCCCCCC)(=O)O.[In] indium octadecanoic acid